2-(6-(2,2,2-trifluoroethoxy)pyridin-3-yl)-2,8-diazaspiro[4.5]decan-3-one hydrochloride Cl.FC(COC1=CC=C(C=N1)N1CC2(CC1=O)CCNCC2)(F)F